N-(5-((4-fluorobenzyl)oxy)-1,3,4-thiadiazol-2-yl)-1-(2-methoxyphenyl)-1H-1,2,3-triazole-5-carboxamide FC1=CC=C(COC2=NN=C(S2)NC(=O)C2=CN=NN2C2=C(C=CC=C2)OC)C=C1